CC(C(=O)OC=1C(=NN(C(C1C1=C(C(=CC=C1F)Cl)CCC=1C=C2C=CC(=NC2=CC1)C)=O)C)C)C [5-[3-chloro-6-fluoro-2-[2-(2-methyl-6-quinolinyl) ethyl] phenyl]-1,3-dimethyl-6-oxo-pyridazin-4-yl] methylpropionate